C(C)N1CCC(CC1)N(C(=O)C=1N=C(SC1)C=1C=NN(C1)C1=NC=CN=C1)C N-(1-ethylpiperidin-4-yl)-N-methyl-2-[1-(pyrazin-2-yl)-1H-pyrazol-4-yl]-1,3-thiazole-4-carboxamide